ClC1=C2N=CNC2=NC(=N1)F 6-chloro-2-fluoro-9H-purine